2-cyclopropyl-N-(((S)-8-ethyl-8-hydroxy-9,12-dioxo-2,3,8,9,12,14-hexahydro-1H,11H-cyclopenta[f]pyrano[3',4':6,7]indolizino[1,2-b]quinolin-15-yl)methyl)-2-hydroxyacetamide C1(CC1)C(C(=O)NCC1=C2C(=NC3=CC=C4C(=C13)CCC4)C4=CC1=C(C(N4C2)=O)COC([C@]1(O)CC)=O)O